4-(methylthio)thiophenol CSC1=CC=C(C=C1)S